(2S)-4-(2-Chloro-6-((4-Chloro-1-(methoxycarbonyl)-2,3-dihydro-1H-inden-1-yl)methyl)-5-nitro Pyrimidine-4-yl)-2-(cyanomethyl)piperazine-1-carboxylate ClC1=NC(=C(C(=N1)N1C[C@@H](N(CC1)C(=O)[O-])CC#N)[N+](=O)[O-])CC1(CCC2=C(C=CC=C12)Cl)C(=O)OC